CN(CCC=1C(=CC(N(C1)C(C(=O)O)CCC(C)C)=O)C)C 2-(5-(2-(dimethylamino)ethyl)-4-methyl-2-oxopyridin-1(2H)-yl)-5-methylhexanoic acid